(S)-2-amino-3-(benzyloxy)-N-(2-methyl-1-oxo-1-((6-(trifluoromethoxy)benzo[d]thiazol-2-yl)amino)propan-2-yl)propanamide N[C@H](C(=O)NC(C(NC=1SC2=C(N1)C=CC(=C2)OC(F)(F)F)=O)(C)C)COCC2=CC=CC=C2